OC1\C=C/CCC(CC1)(C=O)C (Z)-6-hydroxy-1-methylcyclooct-4-ene-1-carbaldehyde